N-(2-(diisopropylamino)ethyl)-N-(2,2-difluoro-3β,7β-dihydroxy-5β-cholan-24-oyl)-3-amino-tetrahydrothiophene dioxide C(C)(C)N(CCN(C1CS(CC1)(=O)=O)C(CC[C@@H](C)[C@H]1CC[C@H]2[C@@H]3[C@H](C[C@@H]4C[C@H](C(C[C@]4(C)[C@H]3CC[C@]12C)(F)F)O)O)=O)C(C)C